tert-butyl N-ethyl-N-[5-[8-[(8-fluoro-2-methyl-imidazo[1,2-a]pyridin-6-yl)carbamoyl]quinoxalin-5-yl]-5-azaspiro[2.5]octan-8-yl]carbamate C(C)N(C(OC(C)(C)C)=O)C1CCN(CC12CC2)C2=C1N=CC=NC1=C(C=C2)C(NC=2C=C(C=1N(C2)C=C(N1)C)F)=O